5-(3-benzylpyrrolidin-3-yl)-1-(4-fluorophenyl)-6-methyl-1H-indazole C(C1=CC=CC=C1)C1(CNCC1)C=1C=C2C=NN(C2=CC1C)C1=CC=C(C=C1)F